OC1=C(C=CC=C1)C=1N=NC2=CC(=CC=C2C1)C1CN(C1)C1=NC=C(C=N1)C1=NOC(=C1)C(C(=O)OC)C(C)C methyl 2-[3-(2-{3-[3-(2-hydroxyphenyl) cinnolin-7-yl] azetidin-1-yl} pyrimidin-5-yl)-1,2-oxazol-5-yl]-3-methylbutanoate